2-((1S,2r)-2-fluoro-6'-(1-fluorocyclopropyl)-1'-oxo-1'h-spiro[cyclopropane-1,4'-isoquinoline]-2'(3'h)-yl)acetic acid F[C@@H]1C[C@]12CN(C(C1=CC=C(C=C21)C2(CC2)F)=O)CC(=O)O